ClC1=C2N=CN(C2=NC(=N1)F)C1OCCCC1 6-chloro-2-fluoro-9-(tetrahydro-2H-pyran-2-yl)-9H-purine